FC(C)(F)N1N=CC(=C1)C1(CCC=2C=NC=3N(C21)N=C(C3)F)C 8-(1-(1,1-difluoroethyl)-1H-pyrazol-4-yl)-2-fluoro-8-methyl-7,8-dihydro-6H-cyclopenta[e]pyrazolo[1,5-a]pyrimidine